(2S)-2-[(2,2-dimethylazetidine-1-carbonyl)amino]-4-[2-isopropoxyethyl-[4-(5,6,7,8-tetrahydro-1,8-naphthyridin-2-yl)butyl]amino]butanoic acid CC1(N(CC1)C(=O)N[C@H](C(=O)O)CCN(CCCCC1=NC=2NCCCC2C=C1)CCOC(C)C)C